ClC=1C(=CC=C2N=CC(=NC12)C=1C=NN(C1)CC1CCN(CC1)C(=O)N)OC1=CC2=C(N=C(N2)C)C=C1 4-[[4-[8-Chloro-7-[(2-methyl-3H-benzimidazol-5-yl)oxy]quinoxalin-2-yl]pyrazol-1-yl]methyl]piperidine-1-carboxamide